2-({2-[4-(2-hydroxyethoxy)pyridin-2-yl]-5H,6H,7H-cyclopenta[d]pyrimidin-4-yl}(methyl)amino)-N-(3-methyl-1,2-thiazol-5-yl)acetamide OCCOC1=CC(=NC=C1)C=1N=C(C2=C(N1)CCC2)N(CC(=O)NC2=CC(=NS2)C)C